C(C)N(CCCCNC=1N=CC2=C(N1)N=C(C(=C2)C2=CC(=CC(=C2)OC)OC)NC(=O)NC(C)(C)C)CC N-[2-[[4-(Diethylamino)butyl]amino]-6-(3,5-dimethoxyphenyl)pyrido[2,3-d]pyrimidin-7-yl]-N'-(1,1-dimethylethyl)urea